tert-butoxycarbonyl-(pyrrolidine-2-carboxamido)thiophene-2-carboxylic acid C(C)(C)(C)OC(=O)C=1C(=C(SC1)C(=O)O)NC(=O)C1NCCC1